C(#N)C1=CC(=C(C=C1)[C@@H]1OC2=C(C=CC=C2C=C1)C1CCN(CC1)CC1=NC2=C(N1C[C@H]1OCC1)C=C(C=C2)C(=O)O)F 2-((4-((R)-2-(4-cyano-2-fluorophenyl)-2H-chromen-8-yl)piperidin-1-yl)methyl)-1-(((S)-oxetan-2-yl)methyl)-1H-benzo[d]imidazole-6-carboxylic acid